3-methyl-1,6-hexanedinitrile CC(CC#N)CCC#N